O1COC2=C1C=CC(=C2)C[C@@H](CNC(=O)N2CC1=C(CC2)SC=C1)N(C)C N-((S)-3-(benzo[d][1,3]dioxol-5-yl)-2-(dimethylamino)propyl)-6,7-dihydrothieno[3,2-c]pyridine-5(4H)-carboxamide